CN1N=CC(=C1)C=1C=NC=CC1 3-(1-methyl-1H-pyrazol-4-yl)pyridin